C(C=O)=O ethandialdehyde